4-(5-(3-cyano-6-(((trifluoromethyl)Sulfonyl)oxy)pyrazolo[1,5-a]Pyridin-4-yl)pyridin-2-yl)piperazine-1-carboxylic acid tert-butyl ester C(C)(C)(C)OC(=O)N1CCN(CC1)C1=NC=C(C=C1)C=1C=2N(C=C(C1)OS(=O)(=O)C(F)(F)F)N=CC2C#N